N1=C(NC2=NC=CC=C21)N[C@@H]2C[C@H](CC2)NC2=CC=C(C=N2)N2C(C=CC(=C2)C#N)=O 6'-(((1S,3S)-3-((3H-Imidazo[4,5-b]pyridin-2-yl)amino)cyclopentyl)amino)-2-oxo-2H-[1,3'-bipyridine]-5-carbonitrile